2-amino-5-(((R)-1-(benzo[d][1,3]dioxol-5-yl)propan-2-yl)amino)-5-oxopentyl nitrate [N+](=O)(OCC(CCC(=O)N[C@@H](CC1=CC2=C(OCO2)C=C1)C)N)[O-]